O=C1NC(CCC1N1C(C2=CC=C(C=C2C1=O)F)=O)=O 2-(2,6-dioxo-3-piperidinyl)-5-fluoro-1H-isoindole-1,3(2H)-dione